[N+](=[N-])=C(C(C(C)(C)C)=O)S(=O)(=O)C1CCCCC1 diazo-1-cyclohexylsulfonyl-3,3-dimethyl-2-butanone